N-(5-(4-(4-propenoylpiperazin-1-yl)quinazolin-6-yl)pyridin-3-yl)-2,4-difluorobenzenesulfonamide C(C=C)(=O)N1CCN(CC1)C1=NC=NC2=CC=C(C=C12)C=1C=C(C=NC1)NS(=O)(=O)C1=C(C=C(C=C1)F)F